Biquinoline C1=CC=C2C(=C1)C=CC(=N2)C3=NC4=CC=CC=C4C=C3